6-(3,3-Difluoroazetidin-1-yl)-4-(6-(6-(4-(methylsulfonyl)benzyl)-3,6-diazabicyclo[3.1.1]heptan-3-yl)pyridin-3-yl)pyrazolo[1,5-a]pyridine-3-carbonitrile FC1(CN(C1)C=1C=C(C=2N(C1)N=CC2C#N)C=2C=NC(=CC2)N2CC1N(C(C2)C1)CC1=CC=C(C=C1)S(=O)(=O)C)F